COC1=C(C(=CC=C1)C1=CC=NN1)C(=O)N1[C@@H]2[C@@H](C[C@H](C1)C2)OC2=NC=C(C=C2)C(F)(F)F (2-methoxy-6-(1H-pyrazol-5-yl)phenyl)((1S,4R,6R)-6-((5-(trifluoromethyl)pyridin-2-yl)oxy)-2-azabicyclo[2.2.1]heptan-2-yl)methanone